Imidazo[1,2-a]pyridine-6-carboxylic acid 4-(piperazine-1-sulfonyl)-benzylamide N1(CCNCC1)S(=O)(=O)C1=CC=C(CNC(=O)C=2C=CC=3N(C2)C=CN3)C=C1